4-n-butylbenzotriazole CCCCC1=CC=CC2=NNN=C21